FC=1C=C(C=C(C1C(F)(F)F)F)C1(CCC1)O 1-(3,5-difluoro-4-(trifluoromethyl)phenyl)cyclobutanol